(S)-N-(5-fluoro-2-methyl-4-(N-(1-(piperidin-4-yl)ethyl)sulfamoyl)phenyl)-2-methylbenzamide FC=1C(=CC(=C(C1)NC(C1=C(C=CC=C1)C)=O)C)S(N[C@@H](C)C1CCNCC1)(=O)=O